CN1N=CC(=C1C)[N+](=O)[O-] 1,5-dimethyl-4-nitro-1H-pyrazole